CC1(N2C(OC1)=CC=N2)C 3,3-dimethyl-2,3-dihydropyrazolo[5,1-b]oxazole